[Au](Cl)Cl gold (ii) chloride